(2S,4R)-N-((S)-1-(2-Chlorophenyl)-2-(3,3-difluorocyclobutylamino)-2-oxoethyl)-1-(4-cyano-pyridin-2-yl)-N-(3-fluorophenyl)-4-hydroxy-5-oxopyrrolidine-2-carboxamide ClC1=C(C=CC=C1)[C@@H](C(=O)NC1CC(C1)(F)F)N(C(=O)[C@H]1N(C([C@@H](C1)O)=O)C1=NC=CC(=C1)C#N)C1=CC(=CC=C1)F